FC(C1=CC2=C(C(CO2)NC(OC(C)(C)C)=O)C=C1)(F)F tert-butyl (6-(trifluoromethyl)-2,3-dihydrobenzofuran-3-yl)carbamate